N[C@@H]1[C@H](OCCC1)C1=C(C2=NC(=CC(=C2S1)NCC=1SC=CC1)Cl)C#CCO 3-(2-((2s,3s)-3-aminotetrahydro-2H-pyran-2-yl)-5-chloro-7-((thiophen-2-ylmethyl)amino)thieno[3,2-b]pyridin-3-yl)prop-2-yn-1-ol